FC(OC=1C=C(C=C(C#N)C1)OC1=C=C=C2C(C(C2=C1C(F)(F)F)=O)(F)F)F 5-difluoromethoxy-3-(8,8-difluoro-7-oxo-5-trifluoromethylbicyclo[4.2.0]oct-1,3,5-triene-2-enyloxy)benznitrile